C1(CC1)C=1C=CC(=NC1)N 5-cyclopropyl-pyridin-2-amine